C(C)(C)(C)OC(=O)N1CCN(CC1)C1=C2N=CN(C2=NC=N1)CC1=NC=C(C=C1)C#C 4-(9-((5-ethynylpyridin-2-yl)methyl)-9H-purin-6-yl)piperazine-1-carboxylic acid tert-butyl ester